C(C1=CC=CC=C1)N1C(=NC=C1/C=C/C(=O)OCC)CN1CCC(CC1)C1=CC=CC=2OC(OC21)(C)C2=C(C=C(C=C2)Cl)F ethyl (E)-3-(1-benzyl-2-((4-(2-(4-chloro-2-fluorophenyl)-2-methylbenzo[d][1,3]dioxol-4-yl)piperidin-1-yl)methyl)-1H-imidazol-5-yl)acrylate